C1(CC1)[C@H](C)N1C(C2=C(C=C(C=C2C1)C1=CC(=NN1)NC(C)=O)S(N)(=O)=O)=O (S)-N-(5-(2-(1-cyclopropylethyl)-1-oxo-7-sulfamoyl-isoindol-5-yl)-1H-pyrazol-3-yl)acetamide